NC1=CC=C(C(=O)C=2C=CC=3C=CC4=CC=CC=C4C3C2)C=C1 3-(4-aminobenzoyl)phenanthrene